3-ethoxycinnamoylguanidine C(C)OC=1C=C(C=CC(=O)NC(=N)N)C=CC1